S(=O)(=O)([O-])[O-].[Ca+2].C1(O)=CC=C(O)C=C1 hydroquinone calcium sulfate